(S)-tert-butyl-4-(6-(5-bromo-1-methyl-2-oxo-1,2-dihydropyridin-3-ylamino)pyridine-3-yl)-3-methylpiperazine-1-carboxylate C(C)(C)(C)OC(=O)N1C[C@@H](N(CC1)C=1C=NC(=CC1)NC=1C(N(C=C(C1)Br)C)=O)C